C1(=CC=CC=C1)S(=O)(=O)OC1=C(C=CC=2CC3N(CC12)CCC=1C=C(C(=CC13)C(N(C)C)=O)OC)OC 2-(N,N-dimethylcarbamoyl)-3,10-dimethoxy-5,6,7,8,13,13a-hexahydroisoquinolino[2,1-b]isoquinolin-9-yl benzenesulfonate